(S)-3-chloro-5-fluoro-4-(6-((6-((1-hydroxypropan-2-yl)amino)pyrimidin-4-yl)amino)-1H-pyrazolo[4,3-c]pyridin-1-yl)benzonitrile ClC=1C=C(C#N)C=C(C1N1N=CC=2C=NC(=CC21)NC2=NC=NC(=C2)N[C@H](CO)C)F